NC1=C(C=C(C=C1)S1(NCCC1)=O)OC 1-(4-amino-3-methoxyphenyl)-4,5-dihydro-3H-isothiazole 1-oxide